C(C)(C)N1CCN(CC1)C1=NC=CC=C1NC(C)=O N-(2-(4-isopropylpiperazin-1-yl)pyridin-3-yl)acetamide